tert-butyl 2-methyl-4-(4,4,5,5-tetramethyl-1,3,2-dioxaborolan-2-yl)benzoate CC1=C(C(=O)OC(C)(C)C)C=CC(=C1)B1OC(C(O1)(C)C)(C)C